6-chloro-N-[(1E)-(dimethylamino)methylidene]-4-methylpyridine-3-carboxamide cadmium [Cd].ClC1=CC(=C(C=N1)C(=O)/N=C/N(C)C)C